2-(3-(trifluoromethyl)phenyl)acetyl chloride FC(C=1C=C(C=CC1)CC(=O)Cl)(F)F